C(/C1=CC=CC=C1)=C/1\C(N(C(O1)=O)CC1=CC=C(C=C1)OC)=O (Z)-5-benzylidene-3-(4-methoxybenzyl)oxazolidine-2,4-dione